CN(C/C=C/C(=O)N(C)C=1C=NC=2CCN(CC2C1)C(C1=C(C=C(C(=C1)C(C)C)OC)O)=O)C (E)-4-(Dimethylamino)-N-(6-(2-hydroxy-5-isopropyl-4-methoxybenzoyl)-5,6,7,8-tetrahydro-1,6-naphthyridin-3-yl)-N-methylbut-2-enamide